Methyl 5-(3-methoxyphenyl)-1-([oxan-4-yl]methyl)-1H-pyrazole-3-carboxylate COC=1C=C(C=CC1)C1=CC(=NN1CC1CCOCC1)C(=O)OC